(2S,4S)-4-[3-[3-(3-aminopropyl)-6-fluoro-2-methyl-indazol-4-yl]phenoxy]pyrrolidine-1,2-dicarboxylic acid O1-tert-butyl O2-methyl ester COC(=O)[C@H]1N(C[C@H](C1)OC1=CC(=CC=C1)C=1C2=C(N(N=C2C=C(C1)F)C)CCCN)C(=O)OC(C)(C)C